4,5-dihydrobenzo[b]thieno[2,3-d]oxepine-9-carboxylic acid S1C=CC2=C1C1=C(OCC2)C=CC(=C1)C(=O)O